3-(5-(3-chloro-5-methylphenyl)-4-(4-fluorophenyl)pyrimidin-2-yl)-1-methyl-1-(pyridin-2-ylmethyl)urea ClC=1C=C(C=C(C1)C)C=1C(=NC(=NC1)NC(N(CC1=NC=CC=C1)C)=O)C1=CC=C(C=C1)F